(4-(3-amino-4-bromo-1-methyl-1H-pyrazolo[4,3-c]pyridin-6-yl)piperidin-1-yl)-2-methylpropan-1-one NC1=NN(C2=C1C(=NC(=C2)C2CCN(CC2)C(C(C)C)=O)Br)C